(S)-1'-(2-((2,3-dichlorophenyl)thio)thiazolo[4,5-d]pyrimidin-5-yl)-1,3-dihydrospiro[inden-2,4'-piperidin]-1-amine ClC1=C(C=CC=C1Cl)SC=1SC2=C(N=C(N=C2)N2CCC3(CC2)[C@@H](C2=CC=CC=C2C3)N)N1